NC1=NC(N(C=C1)[C@@H]1[C@H]([C@@H]([C@H](S1)COP(=O)(OC1=CC=CC=C1)N[C@H](C(=O)OCC)C)O)F)=O |&1:7| (S)-ethyl 2-(((((2R,3S,4S,SR)-5-(4-amino-2-oxopyrimidin-1(2H)-yl)-4-fluoro-3-hydroxytetrahydrothiophen-2-yl)methoxy)(phenoxy)phosphoryl)amino)propanoate